CC(C)OC1=C(C(=CC=C1)OC(C)C)C1=C(C=CC=C1)P(C1CCCCC1)C1CCCCC1 [2',6'-bis(propan-2-yloxy)biphenyl-2-yl](dicyclohexyl)phosphane